The molecule is d-glycero-D-manno-heptose in which the hydrogens of the hydroxy groups at positions 1 and 7 are substituted by dihydrogen phosphate groups. It has a role as an Escherichia coli metabolite. It is a conjugate acid of a D-glycero-D-manno-heptose 1,7-bisphosphate(4-). C([C@H]([C@@H]1[C@H]([C@@H]([C@@H](C(O1)OP(=O)(O)O)O)O)O)O)OP(=O)(O)O